FC=1C(=C(OC=2C(=C(C(=NC2)C(F)(F)F)OC)C(=O)OCC)C=CC1F)OC ethyl 5-(3,4-difluoro-2-methoxy-phenoxy)-3-methoxy-2-(trifluoromethyl)pyridine-4-carboxylate